((R)-4-(4-amino-6-(6-(3-methoxyprop-1-yn-1-yl)-4-methylpyridin-3-yl)-7-methyl-7H-pyrrolo[2,3-d]pyrimidin-5-yl)cyclohex-3-en-1-yl)((R)-2-methylpyrrolidin-1-yl)methanone NC=1C2=C(N=CN1)N(C(=C2C2=CC[C@@H](CC2)C(=O)N2[C@@H](CCC2)C)C=2C=NC(=CC2C)C#CCOC)C